diphenyl-dihydroxybenzene C1(=CC=CC=C1)C1=C(C(=C(C=C1)O)O)C1=CC=CC=C1